C(C)OCC1=CN=C(S1)NC1=CC=C2C(C=C(N(C2=C1)C)C(F)(F)F)=O 7-((5-(ethoxymethyl)-1,3-thiazol-2-yl)amino)-1-methyl-2-(trifluoromethyl)-1,4-dihydroquinolin-4-one